C(C)O[Si](C(C#N)CC)(OCC)OCC 2-(triethoxysilyl)butyronitrile